NC1=C(C=C(C=N1)C1=CC=C(C=C1)C(=O)N1CCN(CC1)C)OCC1=CC=C(C=C1)C(C)(C)C {4-[6-amino-5-(4-tert-butyl-benzyloxy)-pyridin-3-yl]-phenyl}-(4-methyl-piperazin-1-yl)-methanone